ClC1=C(C=2N=C(N=C(C2C=N1)N1C[C@@]2(CCO2)CCC1)OC[C@]12CCCN2C[C@@H](C1)F)F (S)-6-(7-chloro-8-fluoro-2-(((2R,7aS)-2-fluorotetrahydro-1H-pyrrolizin-7a(5H)-yl)methoxy)pyrido[4,3-d]pyrimidin-4-yl)-1-oxa-6-azaspiro[3.5]nonane